(1R,3S)-3-(3-{[(1-methyl-1H-pyrazol-3-yl)acetyl]amino}-1H-pyrazol-5-yl)cyclopentyl(1-methylcyclopropyl)carbamate CN1N=C(C=C1)CC(=O)NC1=NNC(=C1)[C@@H]1C[C@@H](CC1)N(C([O-])=O)C1(CC1)C